C1(CC1)C(=O)Cl cyclopropyl-formyl chloride